6-(1-methylhexahydropyridin-4-yl)pyridine-3,4-diamine CN1CCC(CC1)C1=CC(=C(C=N1)N)N